FC(C=1C=CC2=C(CC(O2)C=2C=C(C=CC2)C2=NSC(O2)=O)C1)(F)F 5-(3-(5-(trifluoromethyl)-2,3-dihydrobenzofuran-2-yl)phenyl)-1,3,4-oxathiazol-2-one